lead acetate C(C)(=O)[O-].[Pb+2].C(C)(=O)[O-]